C(CCCCC)N(C1=CC=C(C=C1)C(=O)C1=CC=C(C=C1)N(CCCCCC)CCCCCC)CCCCCC bis(4-(di-n-hexylamino)phenyl)methanone